OCC([C@@H](C[C@H]1C(NCC1)=O)NC(=O)[C@@H]1N(C[C@@H]2[C@H]1CCC2)C(=O)[C@]2(NC(CC2)=O)C2=CC=CC=C2)=O (1R,3aS,6aR)-N-((R)-4-hydroxy-3-oxo-1-((S)-2-oxopyrrolidin-3-yl)butan-2-yl)-2-((R)-5-oxo-2-phenylpyrrolidine-2-carbonyl)octahydrocyclopenta[c]pyrrole-1-carboxamide